[Na+].CN(CCS(=O)(=O)[O-])C(CCCCCCCCCCCCCCCCC)=O 2-[methyl(octadecanoyl)amino]ethanesulfonate sodium salt